C(C)NS(=O)(=O)C1=C(C=CC(=C1)COCC(C)C)B1OC(C(O1)(C)C)(C)C N-ethyl-5-(isobutoxymethyl)-2-(4,4,5,5-tetramethyl-1,3,2-dioxaborolan-2-yl)benzenesulfonamide